2-Hydroxy-2-propylheptanoic acid OC(C(=O)O)(CCCCC)CCC